N-carbobenzyloxy-L-isoleucine C(=O)(OCC1=CC=CC=C1)N[C@@H]([C@@H](C)CC)C(=O)O